C(C)(C)(C)C=1C=C(CP([O-])(=O)OCC)C=C(C1O)C(C)(C)C 3,5-di-t-butyl-4-Hydroxybenzyl(ethoxy)phosphinate